5-amino-2-[(1-tert-butoxycarbonylazetidin-3-yl)methyl]-6H-thieno[3,2-b]azepine-7-carboxylic acid NC=1CC(=CC2=C(N1)C=C(S2)CC2CN(C2)C(=O)OC(C)(C)C)C(=O)O